(Z)-2-(diethylamino)-N-(5-((5-fluoro-2-oxoindol-3-ylidene)methyl)-4-methyl-1H-pyrrol-3-yl)acetamide C(C)N(CC(=O)NC1=CNC(=C1C)\C=C\1/C(NC2=CC=C(C=C12)F)=O)CC